N1(C(CCC1)C(=O)OCN1C(N(SC1NC(C1=CC=C(C=C1)Cl)=O)CC1=CC=C(C=C1)Cl)=O)C(=O)OC(C)(C)C 1-tert-butyl 2-[5-(4-chlorobenzamido)-2-[(4-chlorophenyl)methyl]-3-oxo-1,2,4-thiadiazolidin-4-yl]methyl pyrrolidine-1,2-dicarboxylate